FC=1C=2N(C=CC1)N=C(C2)[C@H]2N(CCC1=C2N=CN1)C=1OC(=NN1)C1=NC=CC=C1C (S)-2-(4-(4-fluoropyrazolo[1,5-a]pyridin-2-yl)-1,4,6,7-tetrahydro-5H-imidazo[4,5-c]pyridin-5-yl)-5-(3-methylpyridin-2-yl)-1,3,4-oxadiazole